1-phenylsulfonyl-3,4,6-tribenzyloxy-D-glucal C1(=CC=CC=C1)S(=O)(=O)C=1O[C@@H]([C@]([C@@](C1)(O)OCC1=CC=CC=C1)(O)OCC1=CC=CC=C1)C(O)OCC1=CC=CC=C1